C(C)N1CCN(CC1)CC=1C=CC(=NC1)NC1=NC=C(C(=N1)C1=CC2=C(N=C3N2C(CNC3)C)C(=C1)F)F N-(5-((4-Ethylpiperazin-1-yl)methyl)pyridin-2-yl)-5-fluoro-4-(9-fluoro-4-methyl-1,2,3,4-tetrahydrobenzo[4,5]imidazo[1,2-a]pyrazin-7-yl)pyrimidin-2-amin